(3-((3R,4R)-4-amino-3-methyl-2-oxa-8-azaspiro[4.5]dec-8-yl)-6-(2,3-dichlorophenyl)-5-methylpyrazin-2-yl)methanol N[C@H]1[C@H](OCC12CCN(CC2)C=2C(=NC(=C(N2)C)C2=C(C(=CC=C2)Cl)Cl)CO)C